Tert-butyl (4S)-2,2-dimethyl-4-(3-methyl-2-oxo-1H-benzimidazol-4-yl)piperidine-1-carboxylate CC1(N(CC[C@@H](C1)C1=CC=CC=2NC(N(C21)C)=O)C(=O)OC(C)(C)C)C